COC=1N=C2C(=C3C(=NC2=CC1OC)CCCC3)NC3CCN(CC3)C N-{2,3-dimethoxy-6H,7H,8H,9H-cyclohexa[b]1,5-naphthyridin-10-yl}-1-methylpiperidin-4-amine